N1=C2N(C=C1C=1C=C(C=CC1NC=1C=NC(=CC1)OC(F)(F)F)S(=O)(=O)N(C)CC1=CC=C(C=C1)OC)CCC2 3-(6,7-dihydro-5H-pyrrolo[1,2-a]imidazol-2-yl)-N-(4-methoxybenzyl)-N-methyl-4-((6-(trifluoromethoxy)pyridin-3-yl)amino)benzenesulfonamide